(4-chloro-3-{4-[4-(difluoromethyl)phenyl]-6-oxo-1,6-dihydropyrimidin-2-yl}benzyl)isobutyramide ClC1=C(C=C(CC(C(=O)N)(C)C)C=C1)C=1NC(C=C(N1)C1=CC=C(C=C1)C(F)F)=O